8-methyl-6-(tetrahydro-pyran-4-ylmethoxy)-2-thieno[2,3-c]pyridin-5-yl-3-(2-trimethylsilyl-ethoxymethyl)-3H-quinazolin-4-one CC=1C=C(C=C2C(N(C(=NC12)C=1C=C2C(=CN1)SC=C2)COCC[Si](C)(C)C)=O)OCC2CCOCC2